CC1(CC(C1)NC=1N=CC2=C(N1)NC=C2C=2C=CC=1N(C2)C(=NN1)C)N1C(CCC1)=O 1-((1s,3s)-1-methyl-3-((5-(3-methyl-[1,2,4]triazolo[4,3-a]pyridin-6-yl)-7H-pyrrolo[2,3-d]pyrimidin-2-yl)amino)cyclobutyl)pyrrolidin-2-one